ClC1=C(C(=O)NC2=C3C=NN(C3=CC=C2)C=2C=NC=C(C2)C(F)(F)F)C=C(C=C1)CNC(=O)C1CC1 2-chloro-5-{[(cyclopropylcarbonyl)amino]methyl}-N-{1-[5-(trifluoromethyl)pyridin-3-yl]-1H-indazol-4-yl}benzamide